BrC=1C=CC(=NC1)N(C1=CC(=CC=C1)C(F)(F)F)C 5-bromo-N-methyl-N-(3-(trifluoromethyl)phenyl)pyridin-2-amine